[Al].O(C=1C(=NC2=C(C=CC=C2C1CC)O)C)C=1C(=NC2=C(C=CC=C2C1CC)O)C oxo-bis(2-methyl-4-ethyl-8-hydroxyquinoline) aluminum